C(C)(=O)C12CCC(CC1)(CC2)NC(OC(C)(C)C)=O tert-butyl (4-acetylbicyclo[2.2.2]octan-1-yl)carbamate